diethylpyrenylmethylammonium ethyl-methacrylate C(C)OC(C(=C)C)=O.C(C)[NH+](CC1=CC=C2C=CC3=CC=CC4=CC=C1C2=C34)CC